5-amino-N-{4-[(3S)-3-aminopiperidin-1-yl]-1H-pyrrolo[2,3-b]pyridin-5-yl}-2-(2,6-difluorophenyl)-1,3-thiazole-4-carboxamide NC1=C(N=C(S1)C1=C(C=CC=C1F)F)C(=O)NC=1C(=C2C(=NC1)NC=C2)N2C[C@H](CCC2)N